1-(2-bromoethyl)-5-(2-(methylthio)-6-(trifluoromethyl)pyrimidin-4-yl)pyridin-2(1H)-one BrCCN1C(C=CC(=C1)C1=NC(=NC(=C1)C(F)(F)F)SC)=O